C(N)(=O)C=1C=C(C=CC1)NC(=O)C=1C=C2C(=NC1)CCC2 N-(3-carbamoylphenyl)-6,7-dihydro-5H-cyclopenta[b]Pyridine-3-carboxamide